Butane-1,3-diyl-bis(12-hydroxyoctadecanoate) C(CC(C)C(C(=O)[O-])CCCCCCCCCC(CCCCCC)O)C(C(=O)[O-])CCCCCCCCCC(CCCCCC)O